3-(2-pyridyl)-benzaldehyde N1=C(C=CC=C1)C=1C=C(C=O)C=CC1